ClC=1C(=CC(=NC1)NC(C(C)C1=NC(=CC=C1)C(=C)OCC)=O)C1=C2N(N=C1)CC(C2)(C)C N-(5-chloro-4-(5,5-dimethyl-5,6-dihydro-4H-pyrrolo[1,2-b]pyrazol-3-yl)pyridin-2-yl)-2-(6-(1-ethoxyvinyl)pyridin-2-yl)propionamide